N1C=NC=C2C=CC=3C(=C12)C=NN3 PYRAZOLO-QUINAZOLINE